N1C(=NC2=C1C=CC=C2)CNCCC=2OC=C(N2)C(=O)NCC2=NC=CC=C2Cl 2-{2-[(1H-1,3-Benzodiazol-2-ylmethyl)amino]ethyl}-N-[(3-chloropyridin-2-yl)methyl]-1,3-oxazole-4-carboxamide